CN(C)C1(CC1)CON1CN=C(C2=C1N=CC=C2)N2CC1(CNC(N1)=O)CCC2 1-(((dimethylamino)cyclopropyl)methoxy)-4-(2-oxo-1,3,7-triazaspiro[4.5]decane-7-yl)pyrido[2,3-d]pyrimidine